FC1(CC12CN(CCC2)C2CCNCC2)F 4-(1,1-difluoro-5-azaspiro[2.5]oct-5-yl)piperidin